3-acetoxy-4-hydroxy-5-(2-furyl)-2-pyrrolidone C(C)(=O)OC1C(NC(C1O)C=1OC=CC1)=O